N-(6-(6-(1H-pyrazol-4-yl)imidazo[1,2-b]pyridazin-3-yl)pyridin-2-yl)-6-azaspiro[3.4]octan-2-amine N1N=CC(=C1)C=1C=CC=2N(N1)C(=CN2)C2=CC=CC(=N2)NC2CC1(C2)CNCC1